1-Pentyl-3-propylpyrrolium fluorid [F-].C(CCCC)[NH+]1C=C(C=C1)CCC